CC(C)C1=CC=CC=2C=C(C(OC21)C(F)(F)F)C(=O)O 8-(1-methylethyl)-2-trifluoromethyl-2H-1-benzopyran-3-carboxylic acid